O=C(CC(=O)OC(C)\C(=C\CC)\C)CCC (E)-3-METHYLHEX-3-EN-2-YL 3-OXOHEXANOATE